NC1=CC=C(C=N1)C1=CC=2C3=C(C=NC2C=C1)N(C(N3C3=CC=C(C=C3)C(C)(C)C)=O)C 8-(6-aminopyridin-3-yl)-1-(4-(tert-butyl)phenyl)-3-methyl-1,3-dihydro-2H-imidazo[4,5-c]quinolin-2-one